Methyl 2-methyl-2-[3-[1-[(3S)-3-(tetrazol-1-yl)pyrrolidine-1-carbonyl] azetidin-3-yl]oxyphenyl]propanoate CC(C(=O)OC)(C)C1=CC(=CC=C1)OC1CN(C1)C(=O)N1C[C@H](CC1)N1N=NN=C1